((2R,3S,4R,5R)-5-(4-aminopyrrolo[2,1-f][1,2,4]triazin-7-yl)-5-cyano-3,4-dihydroxytetrahydrofuran-2-yl)methyl (tert-butoxycarbonyl)-L-phenylalaninate C(C)(C)(C)OC(=O)N[C@@H](CC1=CC=CC=C1)C(=O)OC[C@H]1O[C@@]([C@@H]([C@@H]1O)O)(C#N)C1=CC=C2C(=NC=NN21)N